C(C1=CC=CC=C1)(C1=CC=CC=C1)(C1=CC=CC=C1)N1CC(C1)O N-(trityl)-3-hydroxyazetidine